N1NNCCCCCCCCCC1C(=O)[O-] triazacyclotridecane-13-carboxylate